2-Methoxy-5-[[2-oxo-2-[(2R,5S)-2-(1,3-benzothiazol-5-yl)-5-methyl-1-piperidyl]acetyl]amino]pyridine-3-carboxamide COC1=NC=C(C=C1C(=O)N)NC(C(N1[C@H](CC[C@@H](C1)C)C=1C=CC2=C(N=CS2)C1)=O)=O